tert-butyl N-[1-[[2-chloro-5-(1-isopropyl-6-oxo-3-pyridyl)phenyl]methyl]-2-oxo-2-[4-(1,2,4-triazol-1-yl)anilino]ethyl]carbamate ClC1=C(C=C(C=C1)C1=CN(C(C=C1)=O)C(C)C)CC(C(NC1=CC=C(C=C1)N1N=CN=C1)=O)NC(OC(C)(C)C)=O